5-(8-(3,3-difluoro-4-((4-(trifluoromethyl)pyridin-2-yl)oxy)pyrrolidin-1-yl)imidazo[1,2-b]pyridazin-6-yl)pyrimidine-2,4(1H,3H)-dione FC1(CN(CC1OC1=NC=CC(=C1)C(F)(F)F)C=1C=2N(N=C(C1)C=1C(NC(NC1)=O)=O)C=CN2)F